C1OCCC12OCCCC2=O 2,6-dioxaspiro[4.5]decan-10-one